benzyl N-(2-((tert-butyldimethylsilyl)oxy)ethyl)-N-((chloromethoxy)carbonyl)glycinate [Si](C)(C)(C(C)(C)C)OCCN(CC(=O)OCC1=CC=CC=C1)C(=O)OCCl